ClC1=C(C(=O)N(C)C)C=CC(=N1)OCCC1CC12CCN(CC2)C(C(C)(C2=CC=CC=C2)C)=O 2-chloro-N,N-dimethyl-6-(2-(6-(2-methyl-2-phenylpropanoyl)-6-azaspiro[2.5]octan-1-yl)ethoxy)nicotinamide